C1(CC1)OC=1C(=CC2=CN(N=C2C1)C1CCN(CC1)CC(=O)N1CCC(CC1)N1C=CC2=C(C=CC=C12)N1C(NC(CC1)=O)=O)C(=O)NC1=CN=C2N1N=CC=C2 6-cyclopropoxy-2-(1-(2-(4-(4-(2,4-dioxotetrahydropyrimidin-1(2H)-yl)-1H-indol-1-yl)piperidin-1-yl)-2-oxoethyl)piperidin-4-yl)-N-(imidazo[1,2-b]pyridazin-3-yl)-2H-indazole-5-carboxamide